N-((S)-(4-cyanothiophen-2-yl)(cyclopropyl)methyl)-2-methylpropan-2-sulfinamide C(#N)C=1C=C(SC1)[C@@H](NS(=O)C(C)(C)C)C1CC1